FC=1C=C(C=C(C1OC1=C2C(=NC=C1)N(C=C2I)COCC[Si](C)(C)C)F)NC=2OCC(CN2)(C)C N-(3,5-difluoro-4-((3-iodo-1-((2-(trimethylsilyl)ethoxy)methyl)-1H-Pyrrolo[2,3-b]pyridin-4-yl)oxy)phenyl)-5,5-dimethyl-5,6-dihydro-4H-1,3-oxazin-2-amine